C(C)OC1=CC(=NC=C1F)[C@H](C)N1C(C2=CC(=CC(=C2CC1)CN(C1COC1)C)CN1C(=NC=C1)NC)=O (S)-2-(1-(4-ethoxy-5-fluoropyridin-2-yl)ethyl)-5-((methyl(oxetan-3-yl)amino)methyl)-7-((2-(methylamino)-1H-imidazol-1-yl)methyl)-3,4-dihydroisoquinolin-1(2H)-one